(3R)-tert-butyl-11,11-difluoro-8-(hydroxymethyl)-3-methyl-3,4,8,9,10,11-hexahydro-1H-pyrido[4',3':3,4]pyrazolo[1,5-a]azepine-2(7H)-carboxylate C(C)(C)(C)OC(=O)N1CC=2C(=NN3C2C(CCC(C3)CO)(F)F)C[C@H]1C